[Ru](I)(I)I ruthenium iodide